3-bromo-5-(thiophen-2-yl)pyridine BrC=1C=NC=C(C1)C=1SC=CC1